rac-Ethyl 2-(N-[4-chloro-5-(3-methyl-1,2,4-oxadiazole-5-carbonyl)thiazol-2-yl]-4-fluoro-anilino)propanoate ClC=1N=C(SC1C(=O)C1=NC(=NO1)C)N(C1=CC=C(C=C1)F)[C@@H](C(=O)OCC)C |r|